C1(=CC=C2C=CC3=CC=CC4=CC=C1C2=C34)S pyrenethiol